C(C)(=O)C(C(=O)O)CC.C(C)(=O)C1=CC=C(OCCCC(=O)O)C=C1 4-(4'-acetylphenoxy)butanoic acid (acetyl butyrate)